(2-cyanoacetyl)-2-methyl-benzonitrile C(#N)CC(=O)C=1C(=C(C#N)C=CC1)C